N-(6-amino-5-ethylpyridin-3-yl)-2-((2R,5S)-2-(2-(2-(dimethylamino)-2-methylpropyl)benzo[d]thiazol-5-yl)-5-methylpiperidin-1-yl)-2-oxoacetamide NC1=C(C=C(C=N1)NC(C(=O)N1[C@H](CC[C@@H](C1)C)C=1C=CC2=C(N=C(S2)CC(C)(C)N(C)C)C1)=O)CC